Pyridine-3,5(4H)-dicarboxylic acid 5-tert-butyl ester C(C)(C)(C)OC(=O)C=1CC(C=NC1)C(=O)O